S(C)(=O)(=O)O.N(CCO)(CCO)CCO triethanolamine mesylate